C[C@H]1CN(CCC1)C1CCN(CC1)C=1SC(=CN1)C(=O)NCC1=CC=C(C=C1)C(F)(F)F 2-[(3R)-3-methyl[1,4'-bipiperidin]-1'-yl]-N-[4-(trifluoromethyl)benzyl]-1,3-thiazole-5-carboxamide